C12(CCC(CC1)CC2)C(=O)OC[C@]2(O[C@H](C[C@@H]2OC(=O)C21CCC(CC2)CC1)N1C2=NC(=NC(=C2N=C1)NC(CCCCCCC)=O)Cl)C#C ((2R,3S,5R)-3-((bicyclo[2.2.2]octane-1-carbonyl)oxy)-5-(2-chloro-6-octanamido-9H-purin-9-yl)-2-ethynyltetrahydrofuran-2-yl)methyl bicyclo[2.2.2]octane-1-carboxylate